5-methoxy-2-(5-methyl-1H-pyrazol-4-yl)pyrido[3,4-d]pyrimidine COC1=CN=CC=2N=C(N=CC21)C=2C=NNC2C